4-(2-acetoxyacetyl)-2-chloro-6-(5-(3-chloro-6-cyano-5-cyclopropoxy-2-fluorophenyl)-1-methyl-1H-pyrazol-4-yl)nicotinic acid methyl ester COC(C1=C(N=C(C=C1C(COC(C)=O)=O)C=1C=NN(C1C1=C(C(=CC(=C1C#N)OC1CC1)Cl)F)C)Cl)=O